methyl 2-(2-chloro-3-fluoropyridin-4-yl)acetate ClC1=NC=CC(=C1F)CC(=O)OC